Cyclohexylamin C1(CCCCC1)N